N-cyclopentyl-1,2,3,4-tetrahydroisoquinolin-8-amine hydrochloride Cl.C1(CCCC1)NC=1C=CC=C2CCNCC12